Lithium 5-(8-(7-acetyl-3-ethyl-5,6,7,8-tetrahydroimidazo[1,5-a]pyrazin-1-yl)isoquinolin-3-yl)picolinate C(C)(=O)N1CC=2N(CC1)C(=NC2C=2C=CC=C1C=C(N=CC21)C=2C=CC(=NC2)C(=O)[O-])CC.[Li+]